ClC1=C(C=CC(=C1Cl)F)N1[C@@H](CNCC1)C (R)-1-(2,3-dichloro-4-fluorophenyl)-2-methylpiperazine